3-allyl-4-oxopyrrolidine C(C=C)C1CNCC1=O